C1(CCCC1)ON=C(C(=O)N1CC(C(CC1)NC1=CC(=NC=N1)C(=O)NC[C@@H](CN1CC2=CC=CC=C2CC1)O)(F)F)C1CC1 6-((1-(2-((cyclopentyloxy)imino)-2-cyclopropylacetyl)-3,3-difluoropiperidin-4-yl)amino)-N-((S)-3-(3,4-dihydroisoquinolin-2(1H)-yl)-2-hydroxypropyl)pyrimidine-4-carboxamide